ClC1=CC2=C(N=C(N=C2)NC2=C(C=C(C=C2)S(=O)(=O)C2CCN(CC2)C(=O)OC(C)(C)C)C)N(C1=O)C(C)C tert-butyl 4-[4-[(6-chloro-8-isopropyl-7-oxo-pyrido[2,3-d]pyrimidin-2-yl)amino]-3-methyl-phenyl]sulfonylpiperidine-1-carboxylate